5-(hydroxymethyl)-2-azabicyclo[3.1.0]hexane-3-carboxylic acid OCC12CC(NC2C1)C(=O)O